ClC=1N=C(SC1C(=O)OCC)C1=CC=CC=C1 ethyl 4-chloro-2-phenylthiazole-5-carboxylate